C(C)[C@H]1[C@H](NC(C1)=O)COC1=NC=CC=2C=C(C=3N(C12)C=C(N3)C)C(=O)N 1-(((2s,3r)-3-ethyl-5-oxopyrrolidin-2-yl)methoxy)-8-methylimidazo[1,2-a][1,7]naphthyridine-6-carboxamide